C1(=CCCC=CCC1)[Ni]C1=CCCC=CCC1 bis(1,5-cyclooctadieneyl)nickel